NCCC(=O)N[C@@H](C)C(=O)N[C@@H](CCCNC(N)=O)C(=O)NC1=CC=C(C=C1)N1C(C=CC1=O)=O beta-alanyl-L-alanyl-N5-carbamoyl-N-[4-(2,5-dioxo-2,5-dihydro-1H-pyrrol-1-yl)phenyl]-L-ornithinamide